N1=CCNCCNCC1 1,4,7-triazacyclononene